(E)-3-(3-cyano-4-hydroxypyrazolo[1,5-a]pyridin-6-yl)acrylic acid methyl ester COC(\C=C\C=1C=C(C=2N(C1)N=CC2C#N)O)=O